3-((5-(5-(difluoromethyl)-1,3,4-oxadiazol-2-yl)pyridin-2-yl)methyl)-5-phenyloxazol-2(3H)-one FC(C1=NN=C(O1)C=1C=CC(=NC1)CN1C(OC(=C1)C1=CC=CC=C1)=O)F